FC1=C(C=C(C=C1)OC)C(F)(F)F 4-fluoro-3-(trifluoromethyl)anisole